C1OP(OCC12COP(OC2)=O)=O 2,4,8,10-tetraoxa-3,9-diphosphaspiro[5.5]undecane 3,9-dioxide